CC=1C=C2C(C=C(OC2=C(C1)[C@@H](C)NC1=C(C(=O)O)C=CC=C1)N1CC2=CC=CC(=C2C1)C(F)(F)F)=O (R)-2-((1-(6-methyl-4-oxo-2-(4-(trifluoromethyl)isoindolin-2-yl)-4H-chromen-8-yl)ethyl)amino)benzoic acid